C(#N)C(C([C@H](C[C@H]1C(NCC1)=O)NC([C@H](CCCC)NC(O)=O)=O)=O)=S1CCCC1 ((S)-1-(((S)-4-cyano-3-oxo-1-((S)-2-oxopyrrolidin-3-yl)-4-(tetrahydro-1λ4-thiophen-1-ylidene)butan-2-yl)amino)-1-oxohexan-2-yl)carbamic acid